C(C1=CC=CC=C1)N(CC#N)C=1SC(=C(N1)C1=CC(=C(C=C1)Cl)Cl)CC(C)C 2-(benzyl-(4-(3,4-dichlorophenyl)-5-isobutylthiazol-2-yl)amino)acetonitrile